6-(2,5-dimethyl-4-((2'-methyl-[1,1'-biphenyl]-4-yl)methyl)thiophene-3-carboxamido)spiro[3.3]heptane-2-carboxylic acid CC=1SC(=C(C1C(=O)NC1CC2(CC(C2)C(=O)O)C1)CC1=CC=C(C=C1)C1=C(C=CC=C1)C)C